4-(3-methylsulfonylpropylsulfanyl)phenol CS(=O)(=O)CCCSC1=CC=C(C=C1)O